FC=1C(=CC(=C(C1)N1C(C=CC2=CC(=CC=C12)S(=O)(=O)N(CC1=CC=C(C=C1)OC)C1=NOC=C1)=O)OC)C1CC(C1)(C(F)(F)F)F (P)-1-(5-FLUORO-4-(3-FLUORO-3-(TRIFLUOROMETHYL)CYCLOBUTYL)-2-METHOXYPHENYL)-N-(ISOXAZOL-3-YL)-N-(4-METHOXYBENZYL)-2-OXO-1,2-DIHYDROQUINOLINE-6-SULFONAMIDE